tert-butyl methyl[4-(4,4,5,5-tetramethyl-1,3,2-dioxaborolan-2-yl)phenethyl]carbamate CN(C(OC(C)(C)C)=O)CCC1=CC=C(C=C1)B1OC(C(O1)(C)C)(C)C